C(C)(C)(C)OC(=O)N1OCC[C@H]1C=1C=NC=C(C1)N1C(CCC1)=O (3S)-3-[5-(2-oxopyrrolidin-1-yl)-3-pyridinyl]isoxazolidine-2-carboxylic acid tert-butyl ester